methyl N-((5-(4-((tert-butoxycarbonyl)amino)phenyl)thiophene-3-carbonyl)-L-seryl)-O-(tert-butyldiphenylsilyl)-L-serinate C(C)(C)(C)OC(=O)NC1=CC=C(C=C1)C1=CC(=CS1)C(=O)N[C@@H](CO)C(=O)N[C@@H](CO[Si](C1=CC=CC=C1)(C1=CC=CC=C1)C(C)(C)C)C(=O)OC